3-(2,2,2-trifluoro-1-hydroxyethyl)benzenesulfonamide FC(C(O)C=1C=C(C=CC1)S(=O)(=O)N)(F)F